1,5-difluoro-2-methyl-3-nitrobenzene FC1=C(C(=CC(=C1)F)[N+](=O)[O-])C